ClC(OC1=CC=C(C=C1)NC(C1=CN=C(C(=C1)C=1C=C2C(=NC1)C(C=1C2=NN(C1)C1=NC=C(C=N1)F)O)N1C[C@@H](CC1)F)=O)(F)F N-(4-(chlorodifluoromethoxy)phenyl)-5-(2-(5-fluoropyrimidin-2-yl)-4-hydroxy-2,4-dihydropyrazolo[3',4':3,4]cyclopenta[1,2-b]pyridin-7-yl)-6-((R)-3-fluoropyrrolidin-1-yl)nicotinamide